5-{2-(5-chloro-2-oxospiro[indoline-3,4'-piperidin]-1'-yl)ethoxy}-1-[(cis)-3-hydroxy-3-methylcyclobutyl]-7-(trifluoromethyl)-1H-1,3-benzimidazole-2-carbonitrile ClC=1C=C2C(=CC1)NC(C21CCN(CC1)CCOC1=CC2=C(N(C(=N2)C#N)C2CC(C2)(C)O)C(=C1)C(F)(F)F)=O